OCC1CCC(CC1)N1N=C(C(=C1)N1CC(=C2N1C=CC=N2)C(=O)N)C2=NC=C(C=C2)C 1-N-[1-[4-(hydroxymethyl)cyclohexyl]-3-(5-methyl-2-pyridyl)pyrazol-4-yl]pyrazolo[1,5-a]pyrimidine-3-carboxamide